NC1=CC=C(CNC2=C3N=CN(C3=NC=N2)[C@H]2[C@@H](O)[C@H](O)[C@H](O2)CO)C=C1 6-(4-aminobenzylamino)-9-β-D-arabinofuranosylpurine